O=C1NC(CCC1N1C(C2=CC=C(C=C2C1=O)N1CCC2(CCN(C2)C2CCN(CC2)C2=CC=C(C=C2)[N+](=O)[O-])CC1)=O)=O 2-(2,6-dioxo-3-piperidyl)-5-[2-[1-(4-nitrophenyl)-4-piperidyl]-2,8-diazaspiro[4.5]decan-8-yl]isoindoline-1,3-dione